N-hexadecyl-N'-carboxymethyl-imidazole bromine [Br].C(CCCCCCCCCCCCCCC)N1CN(C=C1)CC(=O)O